COS(=O)(=O)[O-].C[NH3+] methylammonium methylsulfat